(4-bromo-2-fluoro-6-sulfanyl-phenyl)methanol BrC1=CC(=C(C(=C1)S)CO)F